CN1C(=NC2=C1C=CC=C2)C2=CC1=C(N=C(N1CC1=CC(=C(C=C1)C=1C(=CC=CC1)S(=O)(=O)NC1=NOC(=C1C)C)COCC)CCC)C(=C2)C 4'-((1,7'-dimethyl-2'-propyl-1H,3'H-[2,5'-bibenzo[d]imidazol]-3'-yl)methyl)-N-(4,5-dimethylisoxazol-3-yl)-2'-(ethoxymethyl)-[1,1'-biphenyl]-2-sulfonamide